NC1=NC=CC(=C1)CN1C(N(C([C@@H]1CC1=CC=CC=C1)=O)C1=CC=C(C=C1)SC(F)(F)F)=O (S)-1-((2-aminopyridin-4-yl)methyl)-5-benzyl-3-(4-((trifluoromethyl)thio)phenyl)imidazolidine-2,4-dione